ClC=1C=CC2=C(N=C(S2)C2CC3(CC(C3)NC(=O)C3=CC(=NC=C3)S(=O)(=O)C)C2)C1 (Sa)-N-[6-(5-chloro-1,3-benzothiazol-2-yl)spiro[3.3]heptan-2-yl]-2-methylsulfonyl-pyridine-4-carboxamide